1-(4-(2-(1-acetylpiperidin-4-yloxy)-6-chloro-8-fluoro-7-(2-fluoro-6-hydroxyphenyl)quinazolin-4-yl)piperazin-1-yl)prop-2-en-1-one C(C)(=O)N1CCC(CC1)OC1=NC2=C(C(=C(C=C2C(=N1)N1CCN(CC1)C(C=C)=O)Cl)C1=C(C=CC=C1O)F)F